(E)-Ethyl 3-(6-(acetoxymethyl)-5-methylpyridin-2-yl)-3-(1-ethyl-4-methyl-1H-benzo[d][1,2,3]triazol-5-yl)acrylate (E)-Ethyl-3-(6-(acetoxymethyl)-5-methylpyridin-2-yl)acrylate C(C)OC(\C=C\C1=NC(=C(C=C1)C)COC(C)=O)=O.C(C)(=O)OCC1=C(C=CC(=N1)/C(=C/C(=O)OCC)/C1=C(C2=C(N(N=N2)CC)C=C1)C)C